O-(5,9,13,17-Tetramethyloctadecanoyl)Glycerol CC(CCCC(=O)OCC(O)CO)CCCC(CCCC(CCCC(C)C)C)C